C[C@H]1C=2C=3C=C(N=NC3NC2CCN1C=1SC(=CN1)C1CCNCC1)C1=C(C=CC=C1)O 2-[(3S)-3-methyl-4-[5-(4-piperidyl)thiazol-2-yl]-4,8,10,11-tetrazatricyclo[7.4.0.02,7]trideca-1(9),2(7),10,12-tetraen-12-yl]phenol